C(CCC(=O)C)(=O)[O-].C(CCC)N1C=[N+](C=C1)C 1-butyl-3-methylimidazolium Levulinate